Methyl Acetylricinoleate CCCCCCC(CC=CCCCCCCCC(=O)OC)OC(=O)C